C(C)(=O)NC1C(C2OC(OCC2OC1OC1=CC=C(C=C1)\C=C\C(=O)C1=CC=C(C=C1)Cl)C1=CC=CC=C1)OCC(=O)O 2-[[7-Acetamido-6-[4-[(E)-3-(4-chlorophenyl)-3-oxoprop-1-enyl]phenoxy]-2-phenyl-4,4a,6,7,8,8a-hexahydropyrano[3,2-d][1,3]dioxin-8-yl]oxy]acetic acid